2-{6-[(3s,5r)-3,5-dimethylpiperazin-1-yl]pyridazin-3-yl}-5-(7-methoxy-2-methyl-2H-indazol-5-yl)pyridin-3-ol dihydrochloride Cl.Cl.C[C@H]1CN(C[C@H](N1)C)C1=CC=C(N=N1)C1=NC=C(C=C1O)C1=CC2=CN(N=C2C(=C1)OC)C